2-(2-fluorophenylethyl)-6-(2-(methylthio)phenyl)-3,4-dihydroisoquinolin-1(2H)-one FC1=C(C=CC=C1)CCN1C(C2=CC=C(C=C2CC1)C1=C(C=CC=C1)SC)=O